N1(CNC2C1CCCC2)C(=O)[O-] octahydro-1H-benzo[d]imidazole-1-carboxylate